(S)-2-((4-((2-hydroxy-1-phenylethyl)amino)-5-(3-(pyridin-2-yl)-1,2,4-oxadiazol-5-yl)pyridin-2-yl)amino)-7,7-dimethyl-6-propyl-6,7-dihydro-5H-pyrrolo[3,4-b]pyridin-5-one OC[C@H](C1=CC=CC=C1)NC1=CC(=NC=C1C1=NC(=NO1)C1=NC=CC=C1)NC1=CC=C2C(=N1)C(N(C2=O)CCC)(C)C